4-methoxymethyl-2-methyl-3,5,6-trifluorobenzyl (1R)-trans-3-(2-methyl-1-propenyl)-2,2-dimethylcyclopropanecarboxylate CC(=C[C@H]1C([C@@H]1C(=O)OCC1=C(C(=C(C(=C1F)F)COC)F)C)(C)C)C